5-isopropoxy-6-(1-methyl-1H-benzo[d]imidazol-4-yl)-3-((6'-methyl-2,3,5,6,6',7'-hexahydrospiro[pyran-4,5'-pyrrolo[3,4-b]pyridin]-2'-yl)amino)picolinonitrile C(C)(C)OC=1C=C(C(=NC1C1=CC=CC=2N(C=NC21)C)C#N)NC2=CC=C1C(=N2)CN(C12CCOCC2)C